ClC=1C=C2[C@@H](CN(CC2=C(C1)Cl)C)C1=CC=C(C=C1)S(=O)(=O)NCCOCCC(C(=O)N)CC(=O)N |o1:4| 2-(2-(2-(4-((S or R)-6,8-dichloro-2-methyl-1,2,3,4-tetrahydroisoquinolin-4-yl)phenylsulfonylamino)ethoxy)ethyl)succinamide